N1=CN=C2N=CNC2=C1N[C@@H]1[C@H]([C@@H]([C@H]([C@@H](O1)CO)NC([C@@H](CC1=CC=C(C=C1)O)N)=O)O)O (R)-N-((2R,3R,4R,5S,6S)-6-((7H-purin-6-yl)amino)-4,5-dihydroxy-2-(hydroxymethyl)tetrahydro-2H-pyran-3-yl)-2-amino-3-(4-hydroxyphenyl)propanamide